OC1=C(C=CC(=C1)C(F)(F)F)C1=NN=C(C(N1C)=O)N[C@H]1CN(CCC1)CCC 3-[2-Hydroxy-4-(trifluoromethyl)phenyl]-4-methyl-6-[[(3R)-1-propyl-3-piperidyl]amino]-1,2,4-triazin-5-one